BrC1=C(C=C(C(=C1)Br)C#C[Si](C)(C)C)C#C[Si](C)(C)C 1,5-dibromo-2,4-bis[(trimethylsilyl)ethynyl]benzene